mercapto phenyl ether C1(=CC=CC=C1)OS